(R)-2-(1-cyclopropyl-2-hydroxy-2-methylpropyl)-7-(4-(6-methylpyridazin-3-yl)phenyl)isoindolin-1-one C1(CC1)[C@H](C(C)(C)O)N1C(C2=C(C=CC=C2C1)C1=CC=C(C=C1)C=1N=NC(=CC1)C)=O